(1R,4r)-4-((2,5-dioxo-2,5-dihydro-1H-pyrrol-1-yl)methyl)cyclohexane-1-carboxylic acid O=C1N(C(C=C1)=O)CC1CCC(CC1)C(=O)O